N-(2-hydroxyethyl)-3-methoxybenzamide OCCNC(C1=CC(=CC=C1)OC)=O